ClC=1C=C(C=CC1Cl)/C=C/C(=O)NNC(\C=C\C1=CC=C(C=C1)OCC)=O (E)-3-(3,4-dichlorophenyl)-N'-((E)-3-(4-ethoxyphenyl)acryloyl)acrylohydrazide